FC1(CNCCC1)CN1C=CC2=C(C=CC=C12)N1C(NC(CC1)=O)=O 1-(1-((3-fluoropiperidin-3-yl)methyl)-1H-indol-4-yl)dihydropyrimidine-2,4(1H,3H)-dione